BrC1=CC2=C(CCC=3C(=NN(C23)C2=CSC=C2)C(=O)O)C=C1OC 8-bromo-7-methoxy-1-(3-thienyl)-4,5-dihydrobenzo[g]indazole-3-carboxylic acid